methyl 4-(5-cyano-2-methoxyphenyl)-6-methylnicotinate C(#N)C=1C=CC(=C(C1)C1=CC(=NC=C1C(=O)OC)C)OC